[(1S,2'S,6'S)-2'-methyl-6'-(1-methyltriazol-4-yl)spiro[isochromane-1,4'-piperidine]-6-yl] trifluoromethanesulfonate FC(S(=O)(=O)OC=1C=C2CCO[C@]3(C[C@@H](N[C@@H](C3)C=3N=NN(C3)C)C)C2=CC1)(F)F